7-Nitro-2-(1-phenyl-5-(trifluoromethyl)-1H-Pyrazol-4-yl)quinazoline [N+](=O)([O-])C1=CC=C2C=NC(=NC2=C1)C=1C=NN(C1C(F)(F)F)C1=CC=CC=C1